1-(1-imino-1H-pyrido[1,2-c]pyrimidin-5-yl)-5-(trifluoromethyl)-N-(2-(trifluoromethyl)pyridin-4-yl)-1H-pyrazole-4-carboxamide N=C1N=CC=C2N1C=CC=C2N2N=CC(=C2C(F)(F)F)C(=O)NC2=CC(=NC=C2)C(F)(F)F